(2R)-2-[9H-fluoren-9-yl-methoxycarbonyl(methyl)amino]propanoic acid C1=CC=CC=2C3=CC=CC=C3C(C12)COC(=O)N([C@@H](C(=O)O)C)C